OC1CC(C1)NCC1=CC=CC=C1 4-(((3-hydroxycyclobutyl)amino)methyl)benzene